1-((trans-4-(4-methoxy-3-methylphenyl)cyclohexyl)methyl)-N1-(3-(2-methoxythiazol-5-yl)phenyl)-N4-Methylcyclohexane-1,4-dicarboxamide COC1=C(C=C(C=C1)[C@@H]1CC[C@H](CC1)CC1(CCC(CC1)C(=O)NC)C(=O)NC1=CC(=CC=C1)C1=CN=C(S1)OC)C